6-(3-hydroxycyclohexyl)-3-(2-methyldec-2-yl)phenolate OC1CC(CCC1)C1=CC=C(C=C1[O-])C(C)(CCCCCCCC)C